(S)-2-(((benzyloxy)carbonyl)amino)-3-iodo-2-methylpropanoic acid methyl ester COC([C@](CI)(C)NC(=O)OCC1=CC=CC=C1)=O